dimethylaminomethylstyrene CN(C)CC=CC1=CC=CC=C1